tert-Butyl 3-(5-(5-(2,3-dihydro-1H-inden-4-yl)-6-methoxy-1-((2-(trimethylsilyl)ethoxy)methyl)-1H-pyrazolo[4,3-b]pyridin-3-yl)pyridin-2-yl)azetidine-1-carboxylate C1CCC2=C(C=CC=C12)C1=C(C=C2C(=N1)C(=NN2COCC[Si](C)(C)C)C=2C=CC(=NC2)C2CN(C2)C(=O)OC(C)(C)C)OC